(S)-4-(2-fluorophenyl)-2-(3-fluoropyrrolidin-1-yl)pyridin-3-amine FC1=C(C=CC=C1)C1=C(C(=NC=C1)N1C[C@H](CC1)F)N